ClC=1C=C2COCCCN3N=NC4=C3C=CC(C(C3=CC=C5CCN(C(C1C(=C2)Cl)=O)CC5=C3)C(C(=O)O)(C)C)=C4C 2-[18,30-Dichloro-32-methyl-20-oxo-14-oxa-8,9,10,21-tetraazahexacyclo[19.5.3.216,19.13,7.06,10.024,28]dotriaconta-1(26),3(32),4,6,8,16,18,24,27,30-decaen-2-yl]-2-methylpropanoic Acid